C(C)N1C=C(C=C(C1=O)C)C=1NC2=CC=C(C=C2C1C(C)C)C1CCN(CC1)CC(=O)NC 2-(4-(2-(1-ethyl-5-methyl-6-oxo-1,6-dihydropyridin-3-yl)-3-isopropyl-1H-indol-5-yl)piperidin-1-yl)-N-methylacetamide